ClC(C1=NC(=NO1)C1=CC=C(CN2N=CC(=C2)NC(OC(C)(C)C)=O)C=C1)(F)F tert-butyl [1-(4-{5-[chloro(difluoro)methyl]-1,2,4-oxadiazol-3-yl}benzyl)-1H-pyrazol-4-yl]carbamate